tert-butyl 4-[4-isopropenyl-3-[4-(trifluoromethoxy)phenoxy]pyrazol-1-yl]piperidine-1-carboxylate C(=C)(C)C=1C(=NN(C1)C1CCN(CC1)C(=O)OC(C)(C)C)OC1=CC=C(C=C1)OC(F)(F)F